C1=CC=C(C(=C1)C(=O)[O-])C(=O)[O-] 1,2-benzenecarboxylic acid